C(C(C)C)(=O)N1CCC(CC1)COC=1C(C=C(OC1)CN1CC2=CC=CC=C2C1)=O 5-((1-Isobutyryl-piperidin-4-yl)methoxy)-2-(isoindolin-2-ylmethyl)-4H-pyran-4-one